(3R,4R)-4-(((3-isopropyl-7-((4-(pyridin-3-yl)benzyl)amino)pyrazolo[1,5-a]pyrimidin-5-yl)amino)methyl)piperidin-3-ol C(C)(C)C=1C=NN2C1N=C(C=C2NCC2=CC=C(C=C2)C=2C=NC=CC2)NC[C@@H]2[C@H](CNCC2)O